C(#N)C1=CC(=C(C=C1F)NCC#CC=1C=C(C2=C(N(C=N2)CC(F)(F)F)C1)C(=O)N[C@@H]1[C@H](CN(CC1)C1COCC1)C)OC 6-(3-((4-cyano-5-fluoro-2-methoxyphenyl)amino)prop-1-yn-1-yl)-N-((3S,4S)-3-methyl-1-(tetrahydrofuran-3-yl)piperidin-4-yl)-1-(2,2,2-trifluoroethyl)-1H-benzo[d]imidazole-4-carboxamide